ClC1=CC=C(C=C1)NC1=NC=NC(=C1)C=1C=NN(C1)CC1=CC2=CC=CC=C2C=C1 (p-chlorophenyl)-6-{1-[(2-naphthyl)methyl]-1H-pyrazol-4-yl}-4-pyrimidinylamine